1,2,4,5-benzenetetramine tetrahydrate O.O.O.O.C=1(C(=CC(=C(C1)N)N)N)N